5,6-dihydropyrrolo[1,2-a]imidazol N=1C=2N(CC1)CCC2